bis(4-t-butylbenzoic acid) aluminum [Al].C(C)(C)(C)C1=CC=C(C(=O)O)C=C1.C(C)(C)(C)C1=CC=C(C(=O)O)C=C1